Tert-Butyl 4-(4-amino-3-methoxy-phenyl)piperazine-1-carboxylate NC1=C(C=C(C=C1)N1CCN(CC1)C(=O)OC(C)(C)C)OC